C(C)(C)N1C(=CC=C1CCOC1=NC=NC=C1)C(=O)NC=1C=C(C=CC1C(F)(F)F)CC(=O)O {3-[({1-isopropyl-5-[2-(4-pyrimidinyloxy)ethyl]-1H-pyrrole-2-yl}carbonyl)amino]-4-(trifluoromethyl)Phenyl}acetic acid